carbon dioxide (carbonate) C([O-])([O-])=O.[C+2](=O)=O